[N+](=O)([O-])C1=CC=C(C=C1)C=1CCNCC1 4-(4-nitrophenyl)-1,2,3,6-tetrahydropyridine